2-(2,4-pentadienoyloxy)-6,7-dihydrothieno[3,2-c]pyridin C(C=CC=C)(=O)OC1=CC=2C=NCCC2S1